5-[4-[(4-dimethylaminobenzoyl)amino]phenyl]-1H-naphtho[1,2-B][1,4]diazepine-2,4(3H,5h)-dione CN(C1=CC=C(C(=O)NC2=CC=C(C=C2)N2C3=C(NC(CC2=O)=O)C2=CC=CC=C2C=C3)C=C1)C